CC=1C=C2C(C=C(OC2=CC1)C(=O)O)=O 6-methylchromone-2-carboxylic acid